N-[2-chloro-4-({2-[5-(morpholinomethyl)pyridin-2-yl]thieno[3,2-b]pyridin-7-yl}oxy)phenyl]-4-Ethoxy-1-(4-fluorophenyl)-2-oxo-1,2-dihydropyridine-3-carboxamide ClC1=C(C=CC(=C1)OC1=C2C(=NC=C1)C=C(S2)C2=NC=C(C=C2)CN2CCOCC2)NC(=O)C=2C(N(C=CC2OCC)C2=CC=C(C=C2)F)=O